7-(tert-butyl)-4-chloro-6-methyl-7H-pyrrolo[2,3-d]pyrimidine C(C)(C)(C)N1C(=CC2=C1N=CN=C2Cl)C